CN1C(N(C2=C1C(=CC(=C2)C)C2CCNCC2)C2C(NC(CC2)=O)=O)=O 3-[3,6-dimethyl-2-oxo-4-(4-piperidinyl)benzimidazol-1-yl]Piperidine-2,6-dione